C(CCCCCCCCCCCCCCCCCCCCCCCCCCCCCCCCCCCCCCCCCCCCCCCCCCCCCCCCCCC)(=O)O hexacontanoic acid